ClC1=NC=CC(=C1)NC(=O)C1CN(C(O1)C(F)(F)F)C1=CC(=C(C=C1)[N+](=O)[O-])C N-(2-Chloropyridin-4-yl)-3-(3-methyl-4-nitrophenyl)-2-(trifluoromethyl)oxazolidin-5-carboxamid